FC=1C=NC=CC1C(=O)C1=NN(C=C1)CC(F)(F)F (3-fluoropyridin-4-yl)(1-(2,2,2-trifluoroethyl)-1H-pyrazol-3-yl)methanone